(R)-5-(2-(dimethylamino)ethoxy)-2-methyl-N-(1-(3-(1-methyl-1H-pyrazol-4-yl)-5-(1-(2,2,2-trifluoroethyl)-1H-pyrazol-4-yl)phenyl)ethyl)benzamide CN(CCOC=1C=CC(=C(C(=O)N[C@H](C)C2=CC(=CC(=C2)C=2C=NN(C2)CC(F)(F)F)C=2C=NN(C2)C)C1)C)C